methyl-N-(2-methyl-1-(4-(trifluoromethyl)phenyl)-1H-indol-5-yl)propenamide CC(C(=O)NC=1C=C2C=C(N(C2=CC1)C1=CC=C(C=C1)C(F)(F)F)C)=C